N1C=NC(=C1)[C@@H](C)N1C(N=C(C2=CC=C(C=C12)C(F)(F)F)NC)=O |r| (±)-1-(1-(1H-imidazol-4-yl)ethyl)-4-(methylamino)-7-(trifluoromethyl)quinazolin-2(1H)-one